oxonan-2-one O1C(CCCCCCC1)=O